(S)-5-(((4-(3-Chloro-2-(2-chloro-3-(6-methoxy-5-(((((S)-5-oxopyrrolidin-2-yl)methyl)-amino)methyl)pyridin-2-yl)phenyl)pyridin-4-yl)-2-methoxybenzyl)-amino)methyl)pyrrolidin-2-one ClC=1C(=NC=CC1C1=CC(=C(CNC[C@@H]2CCC(N2)=O)C=C1)OC)C1=C(C(=CC=C1)C1=NC(=C(C=C1)CNC[C@H]1NC(CC1)=O)OC)Cl